FC1=CN(C=2N=NC(=C(C21)C)C2=CC=C1C(C=CO1)=C2O)[C@H]2CN(CCC2)C 5-[5-fluoro-4-methyl-7-[(3R)-1-methyl-3-piperidyl]pyrrolo[2,3-c]pyridazin-3-yl]benzofuran-4-ol